C1(=CC=CC=C1)S(=O)(=O)N1CCCC2=CC(=CC=C12)[C@H]1[C@@H](C1)NC1=CC=CC=C1 trans-N-(2-(1-(benzenesulfonyl)-1,2,3,4-tetrahydroquinolin-6-yl)cyclopropyl)aniline